[1-(1,3-benzothiazol-5-yl)-1H-1,2,4-triazol-5-yl]methyl-(methyl)amine hydrochloride Cl.S1C=NC2=C1C=CC(=C2)N2N=CN=C2CNC